CS(=O)(=O)C=1C(=C(C=CC1)C(C)N)C 1-(3-methanesulfonyl-2-methyl-phenyl)-ethylamine